9Z-Tetradecenoic acid CCCC/C=C\CCCCCCCC(=O)O